(trimethylazaniumyl) ethyl phosphate P(=O)(O[N+](C)(C)C)(OCC)[O-]